C(C)N1C(=NC=C1)CNC 1-(1-ethyl-1H-imidazol-2-yl)-N-methylmethanamine